FC=1C=C(C(NC1)=O)[C@@H]1N(C[C@H](C1)F)C=1C=CC=2N(N1)C(=CN2)N2N=NC(=C2)CCO 5-fluoro-3-((2R,4S)-4-fluoro-1-(3-(4-(2-hydroxyethyl)-1H-1,2,3-triazole-1-yl)imidazo[1,2-b]pyridazin-6-yl)pyrrolidin-2-yl)pyridin-2(1H)-one